(R)-7-fluoro-2-(3-(5-(3-hydroxy-1-methyl-2-oxopyrrolidin-3-yl)isoxazol-3-yl)phenyl)quinazoline-4-carboxamide FC1=CC=C2C(=NC(=NC2=C1)C1=CC(=CC=C1)C1=NOC(=C1)[C@]1(C(N(CC1)C)=O)O)C(=O)N